2-(t-butyldimethylsilyloxy)nitrobenzene [Si](C)(C)(C(C)(C)C)OC1=C(C=CC=C1)[N+](=O)[O-]